3-[(E)-Hept-1-enyl]-6,6,9-trimethyl-6a,7,10,10a-tetrahydrobenzo[c]chromen-1-ol C(=C\CCCCC)/C=1C=C(C=2C3C(C(OC2C1)(C)C)CC=C(C3)C)O